(2S,4R)-4-(4-(8-chloro-5,6-dihydro-11H-benzo[5,6]cyclohepta[1,2-b]pyridin-11-ylidene)piperidin-1-yl)pyrrolidine-2-carboxylic acid ClC=1C=CC2=C(CCC=3C(=NC=CC3)C2=C2CCN(CC2)[C@@H]2C[C@H](NC2)C(=O)O)C1